5H,6H,7H,8H-pyrido[3,4-d]pyrimidin-7-ium N1=CN=CC2=C1C[NH2+]CC2